(1r,3r)-N-((8-(1-((tert-butyldimethylsilyl)oxy)-3,3,3-trifluoropropyl)-6-fluoroisoquinolin-5-yl)methyl)-3-(4-fluoro-3-(trifluoromethyl)phenoxy)cyclobutan-1-amine [Si](C)(C)(C(C)(C)C)O[C@H](CC(F)(F)F)C=1C=C(C(=C2C=CN=CC12)CNC1CC(C1)OC1=CC(=C(C=C1)F)C(F)(F)F)F